2-((2-ethyl-5-(piperazin-1-yl)pyrazolo[1,5-a]pyridin-3-yl-7-d)(methyl)amino)-4-(4-fluorophenyl)thiazole-5-carbonitrile C(C)C1=NN2C(C=C(C=C2[2H])N2CCNCC2)=C1N(C=1SC(=C(N1)C1=CC=C(C=C1)F)C#N)C